1-(6-((2,6-dioxopiperidin-3-yl)amino)pyridin-3-yl)pyrrolidine-3-formaldehyde O=C1NC(CCC1NC1=CC=C(C=N1)N1CC(CC1)C=O)=O